ClC1=C(CN(C(C2=CC(=CC(=C2)F)F)=O)CC=2C=NN(C2)CC(=O)OCC)C=CC(=C1)Cl ethyl 2-(4-((N-(2,4-dichlorobenzyl)-3,5-difluorobenzamido)methyl)-1H-pyrazol-1-yl)acetate